N-(2-mercapto-1-oxopropyl)-L-cysteine SC(C(=O)N[C@@H](CS)C(=O)O)C